[4-(3,6-dihydro-2H-pyran-4-yl)-1-(2-trimethylsilylethoxymethyl)imidazol-2-yl]chroman-6-ol 2-methoxy-4-(5-hydroxy-3-oxodecyl)phenolate COC1=C(C=CC(=C1)CCC(CC(CCCCC)O)=O)[O-].O1CCC(=CC1)C=1N=C(N(C1)COCC[Si](C)(C)C)C1OC2=CC=C(C=C2CC1)O